ONC(\C=C\C1=C(C=CC=C1)N1[C@@H]2CN([C@H](C1)C2)CC2COC2)=O (E)-N-hydroxy-3-(2-((1S,4S)-5-(oxetan-3-ylmethyl)-2,5-diazabicyclo[2.2.1]heptan-2-yl)phenyl)acrylamide